C(C)OC(=O)C=1N=CSC1NC1=NN(C=C1)C 5-((1-methyl-1H-pyrazol-3-yl)amino)thiazole-4-carboxylic acid ethyl ester